C(C)N(C=1C=C2OC3=CC=C4C(=C3C3(C2=CC1)OC(C1=C3C=CC=C1)=O)C=CC=C4)CC 9'-(diethylamino)spiro[2-benzofuran-3,12'-benzo[a]xanthene]-1-one